S(N)(OC[C@@H]1[C@H](C[C@@H](C1)NC1=NC=NC=C1C(=O)C=1SC(=C(C1)[C@@H](C1=NC(=CC=C1)Cl)N)Cl)O)(=O)=O [(1R,2S,4R)-4-{[5-({4-[(S)-amino(6-chloropyridin-2-yl)methyl]-5-chloro-2-thienyl}carbonyl)pyrimidin-4-yl]amino}-2-hydroxycyclopentyl]methyl sulfamate